Sodium disodium hydrogen phosphate P(=O)(O)([O-])[O-].[Na+].[Na+].[Na+]